2-chloro-4-[2-fluoro-4-(trifluoromethoxy)phenyl]-6,7-dimethyl-pteridine ClC1=NC2=NC(=C(N=C2C(=N1)C1=C(C=C(C=C1)OC(F)(F)F)F)C)C